COC1=C(C=CC=C1)[C@](C=1NC2=CC=CC=C2C1C1=CC=CC=C1)(C=1NC=CC1)C1=CC2=CC=CC=C2C=C1 (S)-2-((2-Methoxyphenyl)(naphthalen-2-yl)(1H-pyrrol-2-yl)methyl)-3-phenyl-1H-indole